Methyl ((((1S,4R)-4-(2-amino-6-chloro-9H-purin-9-yl)cyclopent-2-en-1-yl)methoxy)(4-fluorophenoxy)phosphoryl)-L-alaninate NC1=NC(=C2N=CN(C2=N1)[C@H]1C=C[C@H](C1)COP(=O)(OC1=CC=C(C=C1)F)N[C@@H](C)C(=O)OC)Cl